CC1CC(CC1)[Si](OC)(OC)C1CC(CC1)C bis(3-methylcyclopentyl)-dimethoxysilane